2-(2,5-difluorobenzyl)-8-(1-methyl-1H-indole-6-carbonyl)-2,8-diazaspiro[4.5]decane FC1=C(CN2CC3(CC2)CCN(CC3)C(=O)C3=CC=C2C=CN(C2=C3)C)C=C(C=C1)F